2-bromo-N-[5-(4-fluorobenzoyl)-1H-indazol-6-yl]acetamide BrCC(=O)NC1=C(C=C2C=NNC2=C1)C(C1=CC=C(C=C1)F)=O